C1(CC1)C=1N=NN(C1)[C@H](C(=O)N1[C@@H](C[C@H](C1)O)C(=O)NC(C1=NC=CC=C1)C1=CC(=CC=C1)F)C(C)(C)C (2S,4R)-1-[(2S)-2-(4-cyclopropyltriazol-1-yl)-3,3-dimethyl-butanoyl]-N-[(3-fluorophenyl)-(2-pyridyl)methyl]-4-hydroxy-pyrrolidine-2-carboxamide